COC1=CC=C(C=C1)C1NC2=CC=CC=C2CC1 2-(4-methoxyphenyl)-1,2,3,4-tetrahydroquinoline